5-(6-amino-2-fluoro-5-(7-fluoro-1-oxo-1,2,3,4-tetrahydroisoquinolin-6-yl)pyridin-3-yl)-2-((1-(2-methoxyethyl)piperidin-4-yl)oxy)benzonitrile NC1=C(C=C(C(=N1)F)C=1C=CC(=C(C#N)C1)OC1CCN(CC1)CCOC)C=1C=C2CCNC(C2=CC1F)=O